N1=CC=C(C=C1)CC1=C(C(=O)N)C=CC=C1 (pyridin-4-yl-methyl)benzamide